1H,2H,3H,4H-pyrido[2,3-b][1,4]oxazepine N1C2=C(OCCC1)N=CC=C2